FC(C(=O)O)(F)F.CN(CCN(C1(CNCCC1)CCC1=CC(=CC=C1)C(F)(F)F)C)C N1,N1,N2-Trimethyl-N2-(3-(3-(trifluoromethyl)phenethyl)piperidin-3-yl)ethane-1,2-diamine trifluoroacetate